3,6-di(2-pyridyl)-1,2,4,5-tetrazine N1=C(C=CC=C1)C=1N=NC(=NN1)C1=NC=CC=C1